ClC1=CC=C(C=C1)C1=NCC=2N(C3=C1C(=C(S3)C#CC=3C=NC=CC3)C)C(=NN2)C 4-(4-chlorophenyl)-3,9-dimethyl-2-(pyridin-3-ylethynyl)-6H-thieno[3,2-f][1,2,4]triazolo[4,3-a][1,4]diazepine